(E)-1-phenylethan-1-one oxime C1(=CC=CC=C1)/C(/C)=N/O